5-Chloro-N-(7-(3,3-dimethylbutyl)-7-azaspiro[3.5]nonan-2-yl)-1-methyl-3-(6-methylpyridin-2-yl)-1H-pyrazole-4-carboxamide ClC1=C(C(=NN1C)C1=NC(=CC=C1)C)C(=O)NC1CC2(C1)CCN(CC2)CCC(C)(C)C